C(C)OC1=C(O[C@H]2CN(CCC2)C2=CN=CC(=N2)NC=2SC=C(N2)C2=CC=CC=C2)C=CC=C1 (R)-N-(6-(3-(2-Ethoxyphenoxy)piperidin-1-yl)pyrazin-2-yl)-4-phenylthiazol-2-amin